[2-[4-chloro-2-(2-methyl-5-pyridin-2-ylpyrazol-3-yl)oxyphenyl]pyrimidin-5-yl]methanamine ClC1=CC(=C(C=C1)C1=NC=C(C=N1)CN)OC=1N(N=C(C1)C1=NC=CC=C1)C